CC12O[C@]3(O[C@@](OC(P1C1=CC=CC=C1)(C3)C)(C2)C)C (3R,5S)-1,3,5,7-tetramethyl-8-phenyl-2,4,6-trioxa-8-phosphaadamantane